(R)-4-(2-(1H-Indol-4-yl)-7-(morpholinomethyl)thieno[3,2-d]pyrimidin-4-yl)-3-methylmorpholine N1C=CC2=C(C=CC=C12)C=1N=C(C2=C(N1)C(=CS2)CN2CCOCC2)N2[C@@H](COCC2)C